1-(6-ethyl-4-methyl-3-(1-methyl-1H-pyrazol-3-yl)-8-(1-methyl-1H-pyrazol-5-yl)quinolin-2-yl)piperidin-4-amine C(C)C=1C=C2C(=C(C(=NC2=C(C1)C1=CC=NN1C)N1CCC(CC1)N)C1=NN(C=C1)C)C